COC1=CC=C(COC=2C3=C(N=C(N2)SCC2=CC=C(C=C2)OC)OCC3)C=C1 4-((4-methoxybenzyl)oxy)-2-((4-methoxybenzyl)thio)-5,6-dihydrofuro[2,3-d]pyrimidine